2-ethyl-6-methyl-4,5-dihydropyridazin C(C)N1N=C(CCC1)C